5-(2-fluorophenyl)-1H-pyrrole-3-carboxylic acid methyl ester COC(=O)C1=CNC(=C1)C1=C(C=CC=C1)F